OC(C)(C)C1=NC=CC(=C1)C1=C2C(=NC=C1)C=C(O2)C2=CC=C(C(=O)N(C(C)C)C(C)C)C=C2 4-(7-(2-(2-hydroxypropan-2-yl)pyridin-4-yl)furo[3,2-b]pyridin-2-yl)-N,N-diisopropylbenzamide